ClC1=CC=C(C=C1)C1(N(C(C2=CC(=CC=C12)C(=C)C)=O)CC1=NC=C(C=C1)Cl)OC[C@H](C([2H])([2H])O)C 3-(4-chlorophenyl)-2-[(5-chloropyridin-2-yl)methyl]-3-[(2S)-3-hydroxy-2-methyl(3,3-2H2)propoxy]-6-(prop-1-en-2-yl)-2,3-dihydro-1H-isoindol-1-one